NC1=NC=CC=C1C1=NC=2C(=NC(=CC2)N2C[C@@H](CC2)F)N1C=1C=C2CC[C@@H](C2=CC1)NC1CCN(CC1)CC=C 1-(4-{[(1S)-5-[2-(2-aminopyridin-3-yl)-5-[(3R)-3-fluoropyrrolidin-1-yl]imidazo[4,5-b]pyridin-3-yl]-2,3-dihydro-1H-inden-1-yl]amino}piperidin-1-yl)prop-2-en